ClC1=NC=CC(=N1)C1=C(N=C(S1)N1C2CN(CC1CC2)C(=O)OC(C)(C)C)C2=C(C(=CC=C2)NS(=O)(=O)C2=C(C=CC=C2F)F)F Tert-Butyl 8-(5-(2-chloropyrimidin-4-yl)-4-(3-((2,6-difluorophenyl)sulfonamido)-2-fluorophenyl)thiazol-2-yl)-3,8-diazabicyclo[3.2.1]octane-3-carboxylate